FC(C(=O)N1CC(C1)N1N=C(C2=NC=CC(=C21)C=2CCN(CC2)C)C2=CC=C(C=C2)C(F)(F)F)=C 2-fluoro-1-(3-(7-(1-methyl-1,2,3,6-tetrahydropyridin-4-yl)-3-(4-(trifluoromethyl)phenyl)-1H-pyrazolo[4,3-b]pyridin-1-yl)azetidin-1-yl)prop-2-en-1-one